N-(5-(4-(trifluoromethyl)phenethoxy)-1H-indol-3-yl)spiro[2.2]pentane-1-carboxamide FC(C1=CC=C(CCOC=2C=C3C(=CNC3=CC2)NC(=O)C2CC23CC3)C=C1)(F)F